(1S,2R,4R)-4-(4-{[(2,4-dimethoxyphenyl)methyl]amino}-5-(1-methyl-1H-pyrazol-3-yl)-7H-pyrrolo[2,3-d]pyrimidin-7-yl)-2-[(triphenylmethoxy)methyl]cyclopentan-1-ol COC1=C(C=CC(=C1)OC)CNC=1C2=C(N=CN1)N(C=C2C2=NN(C=C2)C)[C@@H]2C[C@@H]([C@H](C2)O)COC(C2=CC=CC=C2)(C2=CC=CC=C2)C2=CC=CC=C2